C[C@H](CCCC(C)C)[C@H]1CC[C@@H]2[C@@]1(CC[C@H]3[C@H]2CC[C@@H]4[C@@]3(CC[C@@H](C4)O)C)C The molecule is a cholestanoid that is (5alpha)-cholestane substituted by a beta-hydroxy group at position 3. It is a cholestanoid and a 3beta-hydroxy steroid. It derives from a hydride of a 5alpha-cholestane.